(S)-N-(9-(((S)-1-Amino-1-oxopropan-2-yl)amino)-5,6-dihydrobenzo[f]imidazo[1,2-d][1,4]oxazepin-2-yl)-N-(2,2-difluoroethyl)oxetane-2-carboxamide NC([C@H](C)NC1=CC2=C(C=3N(CCO2)C=C(N3)N(C(=O)[C@H]3OCC3)CC(F)F)C=C1)=O